(1R,3R,4R)-2-((5-chloropyridin-3-yl)-D-alanyl)-N-((R)-1-cyano-2-((S)-2-oxopiperidin-3-yl)ethyl)-5,5-difluoro-2-azabicyclo[2.2.2]octane-3-carboxamide ClC=1C=C(C=NC1)N[C@H](C)C(=O)N1[C@H]2CC([C@@H]([C@@H]1C(=O)N[C@H](C[C@H]1C(NCCC1)=O)C#N)CC2)(F)F